hexaethyl-phosphorous triamide C(C)N(P(N(CC)CC)N(CC)CC)CC